C(C)(C)(C)OC(=O)N1CCN(CC1)C1=NC(=NC2=C(C(=C(C=C12)C1=COC=C1)Br)F)Cl 4-[7-bromo-2-chloro-8-fluoro-6-(3-furyl)quinazolin-4-yl]piperazine-1-carboxylic acid tert-butyl ester